C(CCCCCCCCC(=O)N)(=O)N hexamethylene-bis(acetamide)